ClC1=C(OCC(=O)C2=CC=C(C=C2)C2=NOC(=N2)C(F)(F)Cl)C=CC(=C1)F 2-(2-chloro-4-fluorophenoxy)-1-(4-(5-(chlorodifluoromethyl)-1,2,4-oxadiazol-3-yl)phenyl)ethan-1-one